ClC=1C(=NC(=NC1)NC1=C(C=C(C(=O)NC(C)C2=CC=C(C=C2)F)C=C1)OC)C=1C=NN(C1)C(C)C 4-((5-chloro-4-(1-isopropyl-1H-pyrazol-4-yl)pyrimidin-2-yl)amino)-N-(1-(4-fluorophenyl)ethyl)-3-methoxybenzamide